BrC=1NNC=2C1N(C=NC2C2=CC=NC=C2)Cl 3-bromo-4-chloro-7-(pyridin-4-yl)-1H-pyrazolo[4,3-d]pyrimidine